[Cl-].C(CCCCCCCCC)[N+](C)(C)CCCCCCCCCC din-decyl-dimethyl-ammonium chloride